Methyl 2-((4-chloro-2-formylphenyl)amino)-5-fluoro-4-(trifluoromethyl)-benzoate ClC1=CC(=C(C=C1)NC1=C(C(=O)OC)C=C(C(=C1)C(F)(F)F)F)C=O